FC1(CN(CC1)C(=O)C=1N=C(OC1)CC1=CC=C(C=C1)C1=NOC(=N1)C(F)(F)F)F (3,3-difluoro-1-pyrrolidinyl)[2-[[4-[5-(trifluoromethyl)-1,2,4-oxadiazol-3-yl]phenyl]methyl]-4-oxazolyl]methanone